2-[[6-[5-Chloro-3-[1-[2-[(1R,4R)-2-oxa-5-azabicyclo[2.2.1]heptan-5-yl]ethyl]pyrazol-4-yl]quinoxalin-6-yl]oxy-2-methyl-benzimidazol-1-yl]methoxy]ethyl-trimethyl-silane ClC1=C2N=C(C=NC2=CC=C1OC=1C=CC2=C(N(C(=N2)C)COCC[Si](C)(C)C)C1)C=1C=NN(C1)CCN1[C@H]2CO[C@@H](C1)C2